C(C)(C)(C)C1=NC=CC(=N1)C1CC2(C1)CCNCC2 2-(2-(tert-Butyl)pyrimidin-4-yl)-7-azaspiro[3.5]nonane